4-methylpiperidine-4-carboxylic acid hydrochloride Cl.CC1(CCNCC1)C(=O)O